ClC1=NC=C(C(=C1)C1=C(C=NC(=C1)C)C(=O)NC=1SC=2N=C(N=CC2N1)N1CC2(COC2)C1)OC 2'-chloro-5'-methoxy-6-methyl-N-(5-(2-oxa-6-azaspiro[3.3]heptan-6-yl)-[1,3]thiazolo[5,4-d]pyrimidin-2-yl)-[4,4'-bipyridine]-3-carboxamide